C(C)C1=C2C=C(NC2=CC(=C1)F)C(=O)N(C)[C@@H]1COCC=2NC(C=3C=C(C=CC3C21)F)=O (S)-4-ethyl-6-fluoro-N-(8-fluoro-6-oxo-1,4,5,6-tetrahydro-2H-pyrano[3,4-c]isoquinolin-1-yl)-N-methyl-1H-indole-2-carboxamide